4-[2-ethoxy-5-(cis-3,5-dimethylpiperazine-1-sulfonyl)benzamido]-1-methyl-3-n-propylpyrazole-5-formamide C(C)OC1=C(C(=O)NC=2C(=NN(C2C(=O)N)C)CCC)C=C(C=C1)S(=O)(=O)N1C[C@H](N[C@H](C1)C)C